ClC1=C(C=CC(=C1)C#N)N1CCC(CC1)C(=O)NCC1=C(C(=C(C=C1)C(F)(F)F)C=1NC(C(=C(N1)CC)F)=O)F 1-(2-chloro-4-cyanophenyl)-N-[3-(4-ethyl-5-fluoro-6-oxo-1,6-dihydropyrimidin-2-yl)-2-fluoro-4-(trifluoromethyl)benzyl]piperidine-4-carboxamide